CC=1/C(/C2=CC=CC=C2C1CCC1=NN=NN1)=C/C1=CC=C(C=C1)OC1=CC=C(C=C1)C 5-{2-[(1Z)-2-methyl-1-{[4-(4-methylphenoxy)phenyl]methylene}-1H-inden-3-yl]ethyl}-1H-1,2,3,4-tetrazole